BrCCOC1=CC2=C(N(C(=N2)C2CC2)C2CC(C2)(O)C)C(=C1)C(F)(F)F (cis)-3-(5-(2-bromoethoxy)-2-cyclopropyl-7-(trifluoromethyl)-1H-benzo[d]imidazol-1-yl)-1-methylcyclobutan-1-ol